4-(2-{[(2R,7aS)-2-fluoro-hexahydropyrrolizin-7a-yl]methoxy}-5-(dimethylamino)pyrido[4,3-d]pyrimidin-7-yl)-5-ethynyl-6-fluoronaphthalen-2-ol F[C@@H]1C[C@@]2(CCCN2C1)COC=1N=CC2=C(N1)C=C(N=C2N(C)C)C2=CC(=CC1=CC=C(C(=C21)C#C)F)O